tert-butyl N-[6-[(2S)-2-allylpyrrolidin-1-yl]-2-[5-[1-(5-bromo-2-methoxy-phenyl)-2,2,2-trifluoro-1-hydroxy-ethyl]-1,3,4-oxadiazol-2-yl]-5-(trifluoromethyl)-3-pyridyl]carbamate C(C=C)[C@H]1N(CCC1)C1=C(C=C(C(=N1)C=1OC(=NN1)C(C(F)(F)F)(O)C1=C(C=CC(=C1)Br)OC)NC(OC(C)(C)C)=O)C(F)(F)F